1-benzyl-3-(trifluoromethyl)aziridine-2-carboxylic acid C(C1=CC=CC=C1)N1C(C1C(F)(F)F)C(=O)O